CC=1C(N2C(C(CCC2=CC1)=O)COC1CCC(CC1)C#CC)=O 7-methyl-4-({[(1s,4s)-4-(prop-1-yn-1-yl)cyclohexyl]oxy}methyl)-2H-quinolizine-3,6(1H,4H)-dione